tert-butyl (2,5-dimethyl-4,5-dihydro-2H-pyrazolo[4,3-c]quinolin-6-yl)carbamate CN1N=C2C(CN(C=3C(=CC=CC23)NC(OC(C)(C)C)=O)C)=C1